(tris[2-(2-methoxyethoxy)ethyl])Amine COCCOCCN(CCOCCOC)CCOCCOC